ClC=1C=C(C(=NC1)OC)S(=O)(=O)NC1=NC=CC(=C1F)C#CC=1C=C2C(=NC1)NC(N2C)=O 5-chloro-N-[3-fluoro-4-(2-{1-methyl-2-oxo-1h,2h,3h-imidazo[4,5-b]pyridin-6-yl}ethynyl)pyridin-2-yl]-2-methoxypyridine-3-sulfonamide